CC(C)(C)SC1=CC(=C(C(=C1)F)N1N=C(C=C1)C=1C=CC(=C(C1)CNC(OC)=O)C)F methyl N-[[5-[1-[4-[(1,1-dimethylethyl)thio]-2,6-difluorophenyl]-1H-pyrazol-3-yl]-2-methylphenyl]methyl]carbamate